(S)-2-amino-5-(4-(2-hydroxy-2-phenylacetamido)-2-methylphenyl)-N-isopropylnicotinamide NC1=C(C(=O)NC(C)C)C=C(C=N1)C1=C(C=C(C=C1)NC([C@H](C1=CC=CC=C1)O)=O)C